N-(5-cyclopropyl-6-(4-ethynyl-2-hydroxyphenyl)pyridazin-3-yl)-2-(dimethylamino)acetamide C1(CC1)C=1C=C(N=NC1C1=C(C=C(C=C1)C#C)O)NC(CN(C)C)=O